P([O-])([O-])[O-].[Fe+2].P([O-])([O-])[O-].[Fe+2].[Fe+2] Ferrous phosphite